5,5-dimethylpyrrolidone CC1(CCC(N1)=O)C